(2S,4R)-4-(2,2-difluoro-ethoxy)pyrrolidine-2-carboxylic acid FC(CO[C@@H]1C[C@H](NC1)C(=O)O)F